C(C)(C)(C)OC(C(C)(C)N1CCC1)=O 2-(azetidin-1-yl)-2-methylpropionic acid tert-butyl ester